ClC=1C(=NC=C(C1)C(F)(F)F)NCCCCCCNC(=S)NC=1C=NC=CC1 1-(6-((3-Chloro-5-(trifluoromethyl)pyridin-2-yl)amino)hexyl)-3-(pyridin-3-yl)thiourea